Tetrahydro-pyran-4-carboxylic acid ((R)-7-benzyloxy-2,3-dihydro-benzo[1,4]dioxin-2-ylmethyl)-amide C(C1=CC=CC=C1)OC=1C=CC2=C(O[C@@H](CO2)CNC(=O)C2CCOCC2)C1